CN(C=1C=CC=2CC3=CC=C(C=C3C2C1)N(C)C)C 3,6-bis(dimethylamino)fluorene